C(C)(C)OC(=O)C=1N(N=CC(C1OCC1=CC=CC=C1)=O)C(C(C1=CC=CC=C1)C1=CC=CC=C1)CO (benzyloxy)-2-(3-hydroxy-1,1-diphenylpropan-2-yl)-5-oxo-2,5-dihydropyridazine-3-carboxylic acid isopropyl ester